2-bromo-5-chloro-4-fluoro-benzaldehyde BrC1=C(C=O)C=C(C(=C1)F)Cl